5-(5-benzyl-1,2,4-oxadiazol-3-yl)-2-methylaniline C(C1=CC=CC=C1)C1=NC(=NO1)C=1C=CC(=C(N)C1)C